ClC1=NC=C(C(=C1)C1=C(C=NC(=C1)C)C(=O)NC=1SC=2N=C(N=CC2N1)N1CCC(CC1)(F)F)OC 2'-chloro-N-[5-(4,4-difluoropiperidin-1-yl)-[1,3]thiazolo[5,4-d]pyrimidin-2-yl]-5'-methoxy-6-methyl-[4,4'-bipyridine]-3-carboxamide